CNS(=O)(=O)C1=CC(=C(C=C1)OC1=CC=C(C=C1)C(F)(F)F)C1=NN2C(CCCC2)=C1 N-methyl-3-(4,5,6,7-tetrahydropyrazolo[1,5-a]pyridin-2-yl)-4-[4-(trifluoromethyl)phenoxy]benzene-1-sulfonamide